FC(C1N(CCC(C1)N(C(OC(C)(C)C)=O)C)C)F tert-Butyl (2-(difluoromethyl)-1-methylpiperidin-4-yl)(methyl)carbamate